C(C)(C)(C)OC(=O)N1C2(CC2)CN(CC1)C=1C=NC(=CC1)[N+](=O)[O-].C(C=C)(=O)OCC(CNCCC[Si](OCC)(OCC)OCC)O N-(3-acryloxy-2-hydroxypropyl)-3-aminopropyl-triethoxysilane tert-butyl-7-(6-nitro-3-pyridinyl)-4,7-diazaspiro[2.5]octane-4-carboxylate